ethyl-3,3-diethoxy acrylate CCOC(=CC(=O)OCC)OCC